Heptanoic acid, docosyl ester C(CCCCCC)(=O)OCCCCCCCCCCCCCCCCCCCCCC